O=C1NC2=C(N1CCNC(OC(C)(C)C)=O)C=CC=C2 tert-Butyl N-[2-(2-oxo-3H-benzimidazol-1-yl)ethyl]carbamate